(n-propyl) (2,2,3,3-tetrafluoro-n-propyl) ether FC(COCCC)(C(F)F)F